Cl.CC1(CC1)C(=O)N methyl-cyclopropanecarboxamide hydrochloride